N-(4-((4-(oxetan-2-yl)-4-phenethyl-piperidin-1-yl)methyl)phenyl)acetamide O1C(CC1)C1(CCN(CC1)CC1=CC=C(C=C1)NC(C)=O)CCC1=CC=CC=C1